(S)-(1-(chloromethyl)-5-hydroxy-1,2-dihydro-3H-benzo[e]indol-3-yl)(5,6,7-trimethoxy-1H-indol-2-yl)methanone ClC[C@@H]1CN(C=2C=C(C3=C(C12)C=CC=C3)O)C(=O)C=3NC1=C(C(=C(C=C1C3)OC)OC)OC